ClC1=C(C=NC(=C1C)Cl)CNC1=C(C(=CC(=C1F)OC)OC)F N-((4,6-dichloro-5-methylpyridin-3-yl)methyl)-2,6-difluoro-3,5-dimethoxyaniline